4,5-dihydro-1H,3H-[1,4]oxazin O1CCNCC1